(1-hydroxybenzo[d][1,2,3]diazaborinin-2(1H)-yl)(4-methylthiophen-2-yl)methanone OB1N(N=CC2=C1C=CC=C2)C(=O)C=2SC=C(C2)C